CC1=NC2=CC=C(C=C2C=C1)N1CCN(CC1)C(=O)OC(C)(C)C tert-butyl 4-(2-methylquinolin-6-yl)piperazine-1-carboxylate